PYRIDO[4,3-D]PYRIMIDIN N1=CN=CC2=C1C=CN=C2